S(O)(O)(=O)=O.CC=1NC=CN1 methyl-imidazole bisulfate salt